((1s,3s)-3-hydroxy-3-methylcyclobutyl)(6-(3-methoxybenzyl)-2-azaspiro[3.3]hept-2-yl)methanone OC1(CC(C1)C(=O)N1CC2(C1)CC(C2)CC2=CC(=CC=C2)OC)C